C1(=CC=CC=C1)[B-](C1=CC=CC=C1)(C1=CC=CC=C1)C1=CC=CC=C1.C(CCC)[PH+](CCCC)CCCC tributylphosphonium tetraphenyl-borate